F[P-](F)(F)(F)(F)F.[H+].[Cu+].C(C)#N (acetonitrile) copper (I) hexafluorophosphoric acid Salt